2-methyl-2-propanyl (5-carbamimidoyl-6-fluoro-2-pyridinyl)carbamate acetate C(C)(=O)O.C(N)(=N)C=1C=CC(=NC1F)NC(OC(C)(C)C)=O